[2-Methoxy-3-(4,5,10-triazatetracyclo[7.7.0.02,6.012,16]hexadeca-1(9),2(6),3,7,10,12(16)-hexaen-11-yl)phenyl]boronic acid COC1=C(C=CC=C1C1=NC=2C=CC=3NN=CC3C2C=2CCCC12)B(O)O